octahydropyrano[2,3-c]pyrrol-4-amine O1CCC(C2C1CNC2)N